[Fe].[Si].[Ba] Barium-silicon-iron